5-amino-4-(5-(5-fluoro-4-(hydroxymethyl)pyridin-2-yl)-1-oxoisoindolin-2-yl)-5-oxopentanoic acid tert-butyl ester C(C)(C)(C)OC(CCC(C(=O)N)N1C(C2=CC=C(C=C2C1)C1=NC=C(C(=C1)CO)F)=O)=O